Ethyl 2-(8-methoxy-4-oxothiochroman-3-yl)-2-oxoacetate COC=1C=CC=C2C(C(CSC12)C(C(=O)OCC)=O)=O